2-amino-1-(2,6-dichloro-3,5-dimethoxyphenyl)-5,6-dimethyl-1H-pyrrolo[2,3-b]pyridine-3-carboxamide NC1=C(C=2C(=NC(=C(C2)C)C)N1C1=C(C(=CC(=C1Cl)OC)OC)Cl)C(=O)N